1-bromo-4,4,5,5-tetramethyl-3-oxa-4-silahexane BrCCO[Si](C(C)(C)C)(C)C